triethyleneglycol isobutyl ether C(C(C)C)OCCOCCOCCO